hafnium tetrafluoride [F-].[F-].[F-].[F-].[Hf+4]